N-[(4R*)-1-(2-fluorophenyl)-4,5,6,7-tetrahydro-1H-indazol-4-yl]-5-methylpyrazine-2-carboxamide FC1=C(C=CC=C1)N1N=CC=2[C@@H](CCCC12)NC(=O)C1=NC=C(N=C1)C |o1:11|